(S)-N-(5-(3-hydroxypyrrolidin-1-yl)-2-morpholinyloxazolo[4,5-b]pyridin-6-yl)-5-(2-methylpyridin-4-yl)furan-2-carboxamide O[C@@H]1CN(CC1)C1=C(C=C2C(=N1)N=C(O2)N2CCOCC2)NC(=O)C=2OC(=CC2)C2=CC(=NC=C2)C